3,7,11-Trimethylnonacosane CC(CC)CCCC(CCCC(CCCCCCCCCCCCCCCCCC)C)C